COC([C@@H](C)OC=1N=C(C2=C(N1)CNCC2)N2CCN(CC2)C(=O)OC(C)(C)C)OC tert-butyl (R)-4-(2-((1,1-dimethoxypropan-2-yl)oxy)-5,6,7,8-tetrahydropyrido[3,4-d]pyrimidin-4-yl)piperazine-1-carboxylate